N(=[N+]=[N-])CCCC1CCC=2N(C3=CC=CC=C3C2C1=O)C(=O)OC(C)(C)C tert-butyl 3-(3-azidopropyl)-4-oxo-1,2,3,4-tetrahydro-9H-carbazole-9-carboxylate